OP(O)OP(O)O.C(C)(C)(C)C1=C(C=CC(=C1)C(C)(C)C)C(O)(C(CO)(CO)CO)C1=C(C=C(C=C1)C(C)(C)C)C(C)(C)C bis(2,4-di-tertbutylphenyl)pentaerythritol diphosphite